FC(C(=O)N1CC(C1)OC1OC2=C(C(N(C1)C[C@@H](CN1CC3=CC=CC=C3CC1)O)=O)C=CC=C2)F [1-(2,2-difluoroacetyl)azetidin-3-yl]oxy-4-[(2R)-3-(3,4-dihydro-1H-isoquinolin-2-yl)-2-hydroxy-propyl]-2,3-dihydro-1,4-benzoxazepin-5-one